N-[(2-Amino-3-pyridyl)sulfonyl]-6-(3,4-dihydro-2H-pyran-6-yl)-2-[(4S)-2,2,4-trimethylpyrrolidin-1-yl]pyridin-3-carboxamid NC1=NC=CC=C1S(=O)(=O)NC(=O)C=1C(=NC(=CC1)C1=CCCCO1)N1C(C[C@@H](C1)C)(C)C